tertbutyl N-[5-ethylsulfanyl-1-methyl-2-[4-(trifluoromethyl)phenyl]imidazol-4-yl]carbamate C(C)SC1=C(N=C(N1C)C1=CC=C(C=C1)C(F)(F)F)NC(OC(C)(C)C)=O